(S)-N-(3-(5-fluoro-2-((2-fluoro-3-(methyl-sulfonyl)phenyl)amino)pyrimidin-4-yl)-1H-indol-7-yl)-2-(4-methyl-1,4-diazepan-1-yl)butanamide FC=1C(=NC(=NC1)NC1=C(C(=CC=C1)S(=O)(=O)C)F)C1=CNC2=C(C=CC=C12)NC([C@H](CC)N1CCN(CCC1)C)=O